CC1=NC(=CC=C1N1CCN(CC1)CC=1C=CC=2C3=C(C(NC2C1)=O)N(N=C3)C)C(NC)=O 7-((4-(2-methyl-6-(methylcarbamoyl)pyridin-3-yl)piperazin-1-yl)methyl)-3-methyl-3,5-dihydro-4H-pyrazolo[3,4-c]quinolin-4-one